ClC1=NC=C(C(=C1)C1=C(C=NC(=C1)C([2H])([2H])[2H])C(=O)NC=1SC2=C(C=NC(=C2)C2=CCC(CC2)O)N1)OC 2'-chloro-N-(6-(4-hydroxycyclohex-1-en-1-yl)thiazolo[4,5-c]pyridin-2-yl)-5'-methoxy-6-(methyl-d3)-[4,4'-bipyridine]-3-carboxamide